[Cl-].C(CCCCC)C(CCC)P(CCCC)CCCC hexyl-tributylphosphine chloride